C(C)(=O)C1=CC=C(C[C@H](N)C(=O)O)C=C1 |r| p-acetyl-(+/-)-phenylalanine